2-((6-(4-((((R)-1-(2-chloropyridin-3-yl)ethoxy)carbonyl)amino)-3-methylisoxazol-5-yl)pyridin-3-yl)(methyl)carbamoyl)cyclohexane-1-carboxylic acid ClC1=NC=CC=C1[C@@H](C)OC(=O)NC=1C(=NOC1C1=CC=C(C=N1)N(C(=O)C1C(CCCC1)C(=O)O)C)C